calcium succinate salt C(CCC(=O)[O-])(=O)[O-].[Ca+2]